CN1CC(C1)C(=O)N (1-methylazetidin-3-yl)-carboxamide